C(#N)C(=CC=1C=CC(=C(OCCC(=O)O)C1)OC)C(N(C)C)=O 3-[5-[2-cyano-2-(dimethylcarbamoyl)eth-1-en-1-yl]-2-methoxyphenoxy]propanoic acid